C(C)/C(/C=O)=C/C(C\C=C\C)CC (2Z,6E)-2,4-diethyloct-2,6-dienal